CN(C(CCC=C)=[S+]CC=C)C [1-(dimethylamino)-4-pentenylidene]-2-propenylsulfonium